COC1=CC=C(C=C1)C(C(C(=O)O)O)SC1=C(C=CC=C1)N 3-(4-methoxyphenyl)-3-(2-aminophenylthio)-2-hydroxypropionic acid